NCCOCCOCCOCCC(N[C@H](C(=O)N1[C@@H](C[C@@H](C1)O)C(=O)NCC1=CC=C(C=C1)C1=C(N=CS1)C)C(C)(C)C)=O (2S,4S)-1-((S)-1-amino-14-(tert-butyl)-12-oxo-3,6,9-trioxa-13-azapentadecan-15-oyl)-4-hydroxy-N-(4-(4-methylthiazol-5-yl)benzyl)pyrrolidine-2-carboxamide